2-fluoro-N-hydroxy-6-methylbenzene-1-carbonimidoyl chloride FC1=C(C(=CC=C1)C)C(=NO)Cl